1-(4-(3-isopropyl-2-(2-methylpyridin-4-yl)-1H-indol-5-yl)piperidin-1-yl)-3-(piperidin-4-yl)propan-1-one C(C)(C)C1=C(NC2=CC=C(C=C12)C1CCN(CC1)C(CCC1CCNCC1)=O)C1=CC(=NC=C1)C